2-ethyl-1-heptene C(C)C(=C)CCCCC